(S)-(4-(4-(3-aminopiperidin-1-yl)-6-((2-(2-fluoro-6-methoxyphenyl)pyrimidin-4-yl)amino)pyridin-3-yl)phenyl)(morpholino)methanone hydrochloride Cl.N[C@@H]1CN(CCC1)C1=C(C=NC(=C1)NC1=NC(=NC=C1)C1=C(C=CC=C1OC)F)C1=CC=C(C=C1)C(=O)N1CCOCC1